N1=C(CNC2=CC=CC=C12)C(=O)N 3,4-dihydroquinoxaline-2-carboxamide